C=1N=CCC2(C=C(C=CC12)C(=O)[O-])C(=O)[O-] isoquinoline-4a,6(4H)-dicarboxylate